3-(3-methyl-4-(3-(piperazin-1-yl)prop-1-yn-1-yl)-1H-indazol-1-yl)piperidine CC1=NN(C2=CC=CC(=C12)C#CCN1CCNCC1)C1CNCCC1